C(#N)C1=CC(=C(C=C1)C1=CN(C2=NC=CC(=C21)OC2=C(C=C(C=C2F)NC(=O)N[C@H](C)C2COC2)F)COCC[Si](C)(C)C)OC |r| (+/-)-N-(4-{[3-(4-cyano-2-methoxyphenyl)-1-{[2-(trimethylsilyl)ethoxy]methyl}-1H-pyrrolo[2,3-b]pyridin-4-yl]oxy}-3,5-difluorophenyl)-N'-[(1R)-1-(oxetan-3-yl)ethyl]urea